CN(C(\C=C\C=1C=NC=2NC(CCC2C1)=O)=O)CC=1OC2=C(C1C)C=CC=C2 (E)-N-methyl-N-((3-methylbenzofuran-2-yl)methyl)-3-(7-oxo-5,6,7,8-tetrahydro-1,8-naphthyridin-3-yl)acrylamide